NCC(=O)N1CCN(CC1)C1=CC=CC(=N1)S(=O)(=O)NC1=NC(=C(C=C1)C(F)(F)F)C1=C(C=CC=C1)C 6-(4-glycylpiperazin-1-yl)-N-(6-(o-tolyl)-5-(trifluoromethyl)pyridin-2-yl)pyridine-2-sulfonamide